3-(trifluoromethyl)isoxazol-5-amine FC(C1=NOC(=C1)N)(F)F